(R)-3-hydroxy-1-methyl-3-(1-(6-(2-(pyrazolo[1,5-a]pyridin-3-ylamino)pyrimidin-4-yl)pyridin-2-yl)-1H-pyrazol-4-yl)pyrrolidin-2-one O[C@@]1(C(N(CC1)C)=O)C=1C=NN(C1)C1=NC(=CC=C1)C1=NC(=NC=C1)NC=1C=NN2C1C=CC=C2